BrC1=NC=CC=C1C(C)=O 1-(2-bromopyridin-3-yl)ethan-1-one